Tert-ButylArsine C(C)(C)(C)[AsH2]